FC1=C(C=CC(=C1)F)C1=C(N(N=N1)C)C(=O)OC methyl 5-(2,4-difluorophenyl)-3-methyl-triazole-4-carboxylate